(R)-5-amino-4-(5-methyl-1H-indazol-4-yl)-6'-(((R)-tetrahydrofuran-3-yl)oxy)-[2,2'-bipyridine]-6-carboxamide NC=1C(=CC(=NC1C(=O)N)C1=NC(=CC=C1)O[C@H]1COCC1)C1=C2C=NNC2=CC=C1C